5-((2-bromo-2-(3,5-difluorophenyl)ethyl)thio)-2-phenyl-2,4-dihydro-3H-1,2,4-triazol-3-one BrC(CSC=1NC(N(N1)C1=CC=CC=C1)=O)C1=CC(=CC(=C1)F)F